FC1=C(C=CC(=C1)F)C(C(/C=C/[C@H]1[C@@H](C[C@H]2[C@@H]1CCC1=C(O2)C(=C(C=C1)C(=O)O)F)O)O)(F)F (1R,2R,3aS,10aR)-1-[(1E,3ξ)-4-(2,4-difluorophenyl)-4,4-difluoro-3-hydroxy-1-buten-1-yl]-5-fluoro-2-hydroxy-2,3,3a,9,10,10a-hexahydro-1H-benzo[b]cyclopenta[f]oxepin-6-carboxylic acid